1-bromo-3-((difluoromethyl)sulfonyl)-2-methylbenzene BrC1=C(C(=CC=C1)S(=O)(=O)C(F)F)C